N-(3,5-difluoro-4-(5-methoxy-1H-benzo[d][1,2,3]triazol-1-yl)-benzyl)sulfamide FC=1C=C(CNS(=O)(=O)N)C=C(C1N1N=NC2=C1C=CC(=C2)OC)F